C(#N)C=1C=C(C=CC1)NC(NCCOCCOCCOCCOCCOCCOCCOCCOCCOCCOCCC(=O)OC(C)(C)C)=S tert-butyl 1-((3-cyanophenyl)amino)-1-thioxo-5,8,11,14,17,20,23,26,29,32-decaoxa-2-azapentatriacontan-35-oate